Cl.ClC=1C(=C2C(=NC1CO)CNC2)C (3-Chloro-4-methyl-6,7-dihydro-5H-pyrrolo[3,4-b]pyridin-2-yl)methanol hydrochloride salt